(Z-(((chloromethoxy)carbonyl)(methyl)amino)pyridin-3-yl)methyl N-(tert-butoxycarbonyl)-N-methylglycinate C(C)(C)(C)OC(=O)N(CC(=O)OCC=1C(=NC=CC1)N(C)C(=O)OCCl)C